N-methyl-2-[4-(2-methyl-7-morpholino-quinazolin-5-yl)oxy-cyclohexyl]-pyrimidine-4-carboxamide CNC(=O)C1=NC(=NC=C1)C1CCC(CC1)OC1=C2C=NC(=NC2=CC(=C1)N1CCOCC1)C